2-allyl-1-(6-(2-methoxyprop-2-yl)pyridin-2-yl)-6-methylsulfanyl-1H-pyrazolo[3,4-d]pyrimidin-3(2H)-one C(C=C)N1N(C2=NC(=NC=C2C1=O)SC)C1=NC(=CC=C1)C(C)(C)OC